N1=COC=2C1=C1C(=CNC1=CC2)CCN(C(C)C)C N-(2-(6H-oxazolo[4,5-e]indol-8-yl)ethyl)-N-methylpropan-2-amine